The molecule is an organophosphate oxoanion that is the conjugate base of D-galactosamine 6-phosphate, obtained by deprotonation of the phosphate OH groups and protonation of the 2-amino group. Major structure at pH 7.3. It has a role as an Escherichia coli metabolite. It is a conjugate base of a D-galactosamine 6-phosphate. C([C@@H]1[C@@H]([C@@H]([C@H](C(O1)O)[NH3+])O)O)OP(=O)([O-])[O-]